ClC=1C=CC2=C(N=C(O2)C2CC3(CC(C3)NC(=O)C3NS(CC3)(=O)=O)C2)C1 N-[6-(5-chloro-1,3-benzoxazol-2-yl)spiro[3.3]heptan-2-yl]-1,1-dioxo-1,2-thiazolidine-3-carboxamide